COC1=CC=2N=CN=C(C2N=C1C1C(C1)(C(=O)[NH2]=O)C(F)(F)F)C=1C=NN(C1C1=CC=CC=C1)C (7-methoxy-4-(1-methyl-5-phenyl-1H-pyrazol-4-yl)pyrido[3,2-d]pyrimidin-6-yl)-1-(trifluoromethyl)cyclopropane-1-carboxamide N-Oxide